1-(2-butyloctyl) 9-(2-((4-(dimethylamino) butanoyl) oxy)-3-(((9e,12e)-octadeca-9,12-dienoyl) oxy) propyl) azelate C(CCCCCCCC(=O)OCC(COC(CCCCCCC\C=C\C\C=C\CCCCC)=O)OC(CCCN(C)C)=O)(=O)OCC(CCCCCC)CCCC